ClC1=C(C=CC2=C1C(=N[C@H](C=1N2CC(=CN1)C)C)C1=C(C=CC=C1F)F)C(F)(F)F (5S)-8-chloro-7-(2,6-difluorophenyl)-2,5-dimethyl-9-(trifluoromethyl)-5H-pyrimido[1,2-a][1,4]benzodiazepine